Para-fluoroxylenol FC1=CC(C(C=C1)(C)O)C